C1(CC1)CN1CC(CCC1)C(=O)C=1C=NC2=CC=CC=C2C1 (1-(cyclopropylmethyl)piperidin-3-yl)(quinolin-3-yl)methanone